6-chloro-2-(difluoromethyl)-3-methyl-8-[3-(trifluoromethyl)-1-bicyclo[1.1.1]pentanyl]pyrimido[5,4-d]pyrimidin-4-one ClC=1N=C(C=2N=C(N(C(C2N1)=O)C)C(F)F)C12CC(C1)(C2)C(F)(F)F